ClC1=C2C(=NC=C1C(=O)OCC)N(C=C2)COCC[Si](C)(C)C ethyl 4-chloro-1-((2-(trimethylsilyl)ethoxy)methyl)-1H-pyrrolo[2,3-b]pyridine-5-carboxylate